tertbutyl ((R)-3-methoxy-1-oxo-1-(((R)-3-phenoxy-1-(4,4,5,5-tetramethyl-1,3,2-dioxaborolan-2-yl) propyl)amino)propan-2-yl)carbamate COC[C@H](C(N[C@@H](CCOC1=CC=CC=C1)B1OC(C(O1)(C)C)(C)C)=O)NC(OC(C)(C)C)=O